5-methyl-1,1-dioxo-1,2-benzothiazol-3-one CC=1C=CC2=C(C(NS2(=O)=O)=O)C1